(E)-5-amino-3-(4-(2,4-difluorophenoxy)phenyl)-1-(4-(4-hydroxybut-2-enoyl)-4-azaspiro[2.5]oct-6-yl)-1H-pyrazole-4-carboxamide NC1=C(C(=NN1C1CN(C2(CC2)CC1)C(\C=C\CO)=O)C1=CC=C(C=C1)OC1=C(C=C(C=C1)F)F)C(=O)N